2'-Chloro-5'-methoxy-6-methyl-N-(5-(6-methyl-picolinoyl)-5,6-dihydro-4H-pyrrolo[3,4-d]thiazol-2-yl)-[4,4'-bipyridine]-3-carboxamide ClC1=NC=C(C(=C1)C1=C(C=NC(=C1)C)C(=O)NC=1SC2=C(N1)CN(C2)C(C2=NC(=CC=C2)C)=O)OC